S1C(NCCCC1)=S 1,3-THIAZEPANE-2-THIONE